2-(4-fluorophenyl)-5-methylthiophene FC1=CC=C(C=C1)C=1SC(=CC1)C